NC=1N(N=C2CN(CCC21)S(=O)(=O)C2=CC=NC=C2)C(=O)C2CCNC1=CC=C(C=C21)F (3-amino-6-(pyridin-4-ylsulfonyl)-4,5,6,7-tetrahydro-pyrazolo[3,4-c]pyridin-2-yl)(6-fluoro-1,2,3,4-tetrahydro-quinolin-4-yl)methanone